ClC1=CC=CC(=N1)C1CN(C1)C(=O)OC(C)(C)C Tert-Butyl 3-(6-chloropyridin-2-yl)azetidine-1-carboxylate